3,5-diaminosalicylic acid NC1=C(C(C(=O)O)=CC(=C1)N)O